FC=1C(=C2C(=NC1)NC(=C2)[C@H]2CNCCO2)C2CCN(CC2)C(=O)C2=CC=C(C=C2)OC(F)(F)F (R)-(4-(5-fluoro-2-(morpholin-2-yl)-1H-pyrrolo[2,3-b]pyridin-4-yl)piperidin-1-yl)(4-(trifluoromethoxy)phenyl)methanone